FC(C=1N=CC=2N(C1)C(=CN2)C2=NC=CC(=N2)C=2C=C(C(=O)N1CCN(CC1)C(=O)OC(C)(C)C)C=CC2)F tert-Butyl 4-(3-(2-(6-(difluoromethyl)imidazo[1,2-a]pyrazin-3-yl)pyrimidin-4-yl)benzoyl)piperazine-1-carboxylate